(S)-N-(4-Cyanobenzyl)-6-((1-((4-hydroxy-2-methylpentan-2-yl)sulfonyl)cyclopropyl)methyl)-1-methyl-7-oxo-4,5,6,7-tetrahydro-1H-pyrazolo[3,4-c]pyridine-3-carboxamide C(#N)C1=CC=C(CNC(=O)C2=NN(C=3C(N(CCC32)CC3(CC3)S(=O)(=O)C(C)(C[C@H](C)O)C)=O)C)C=C1